N,5-dimethyl-2-oxoindoline CN1C(CC2=CC(=CC=C12)C)=O